BrC1=CC(=C(CNC(=O)[C@]2(C=3C=CC=NC3[C@H](CC2)O)F)C=C1)Cl (5s,8s)-N-(4-bromo-2-chlorobenzyl)-5-fluoro-8-hydroxy-5,6,7,8-tetrahydroquinoline-5-carboxamide